C(CCCCCCC)(=O)O.C(CCCCCCC)(=O)O.C(CCCCCCC)(=O)O dicaprylic acid monocaprylate